CC=1C=CC(=NC1)C1CC=NN1C(=O)C12CC(C1)(C2)COC=2N=CC(=NC2)C#N 5-((3-(5-(5-methylpyridin-2-yl)-4,5-dihydro-1H-pyrazole-1-carbonyl)bicyclo[1.1.1]-pentan-1-yl)methoxy)pyrazine-2-carbonitrile